5-(6-Fluoro-1-p-toluenesulfonyl-1H-indol-4-yl)-4-isopropyl-3-(1-p-toluenesulfonyl-1H-indol-3-yl)-1H-pyrrole-2-carboxylic acid methyl ester COC(=O)C=1NC(=C(C1C1=CN(C2=CC=CC=C12)S(=O)(=O)C1=CC=C(C)C=C1)C(C)C)C1=C2C=CN(C2=CC(=C1)F)S(=O)(=O)C1=CC=C(C)C=C1